N1=CC=C(C=C1)COC1=CC=C(CCNC(OC(C)(C)C)=O)C=C1 tert-Butyl 4-(pyridin-4-ylmethoxy)phenethylcarbamate